1-((2R,3R,4S,5R,6R)-3,5-dihydroxy-2-(hydroxymethyl)-4-(4-(3,4,5-trifluorophenyl)-1H-1,2,3-triazol-1-yl)-1-oxa-8-azaspiro[5.5]undecan-8-yl)-2-(3-methoxyphenyl)ethanone O[C@H]1[C@H](O[C@@]2([C@@H]([C@H]1N1N=NC(=C1)C1=CC(=C(C(=C1)F)F)F)O)CN(CCC2)C(CC2=CC(=CC=C2)OC)=O)CO